8-(4-(cyclohexyloxy)phenyl)-6-fluoro-3,4-dihydrobenzo[e][1,2,3]oxathiazine 2,2-Dioxide C1(CCCCC1)OC1=CC=C(C=C1)C1=CC(=CC=2CNS(OC21)(=O)=O)F